3-((4-methoxy-3-(3-methyl-6-(pyrazolo[1,5-a]pyrimidin-3-yl)-1H-pyrazolo[4,3-c]pyridin-1-yl)phenyl)sulfonyl)propan-1-ol COC1=C(C=C(C=C1)S(=O)(=O)CCCO)N1N=C(C=2C=NC(=CC21)C=2C=NN1C2N=CC=C1)C